dodecafluoroheptyl α-fluoroacrylate FC(C(=O)OC(C(C(C(C(CC(F)(F)F)F)(F)F)(F)F)(F)F)(F)F)=C